BrC1=CC=C2C3(C(N(C2=C1)CC(F)(F)C1CC1)=O)CC3 6'-bromo-1'-(2-cyclopropyl-2,2-difluoroethyl)spiro[cyclopropane-1,3'-indolin]-2'-one